O=C1NC(CCC1C=1C=C(CNCCC(=O)N2CCC(CC2)NC(OCC2=CC=CC=C2)=O)C=CC1)=O benzyl (1-(3-((3-(2,6-dioxopiperidin-3-yl)benzyl)amino)propanoyl)piperidin-4-yl)carbamate